7-(thiophene-2-sulfinylamino)-5-thia-1-azabicyclo[4.2.0]oct-2-ene-2-carboxylic acid S1C(=CC=C1)S(=O)NC1C2SCC=C(N2C1)C(=O)O